ClC1=NN2C(N=CC3=C2C(CC3)(C3=NN(C=C3)C)C)=C1 2-Chloro-8-methyl-8-(1-methyl-1H-pyrazol-3-yl)-7,8-dihydro-6H-cyclopenta[e]pyrazolo[1,5-a]pyrimidine